N1=C(C=CC=C1)N1CCN(CC1)C(=O)NC=1SC(=C(C1C(=O)OC)C)C(N)=O methyl 2-(4-(pyridin-2-yl) piperazine-1-carboxamido)-5-carbamoyl-4-methylthiophene-3-carboxylate